N-(2,6-dimethyl-phenyl)-3-fluoro-4-[4-(2-fluoro-pyridin-3-yl)-5-methylsulfanyl-pyrimidin-2-ylamino]-benzamide CC1=C(C(=CC=C1)C)NC(C1=CC(=C(C=C1)NC1=NC=C(C(=N1)C=1C(=NC=CC1)F)SC)F)=O